methoxyamine CON